FC=1C(=CC(=NC1)C)N 5-fluoro-2-methylpyridin-4-amine